N[C@H](C(=O)NCCNC(C1=C(C=C(C=C1)NC=1C=2N(C=CN1)C(=CN2)C2=C(C(=C(C=C2)OC)F)F)CC)=O)CN N-[2-[[(2S)-2,3-diaminopropanoyl]amino]eth-yl]-4-[[3-(2,3-difluoro-4-methoxy-phenyl)imidazo[1,2-a]pyrazin-8-yl]amino]-2-ethyl-benzamide